(4-((4-(tert-butoxycarbonyl)piperazin-1-yl)methyl)-3,5-difluorophenyl)boronic acid C(C)(C)(C)OC(=O)N1CCN(CC1)CC1=C(C=C(C=C1F)B(O)O)F